(S)-1-(4-(1-aminoethyl)phenyl)hept-6-en-1-one N[C@@H](C)C1=CC=C(C=C1)C(CCCCC=C)=O